(R)-1-(3,3-difluoro-4-((6-fluoro-4-methoxy-5-(1-(2,2,2-trifluoroethyl)-1H-benzo[d][1,2,3]triazol-6-yl)pyrrolo[2,1-f][1,2,4]triazin-2-yl)amino)piperidin-1-yl)ethan-1-one FC1(CN(CC[C@H]1NC1=NN2C(C(=N1)OC)=C(C(=C2)F)C=2C=CC1=C(N(N=N1)CC(F)(F)F)C2)C(C)=O)F